CC1=C2C(C(=CN(C2=NC(=C1)N1CC(C1)C1=NC=CC=N1)C1=NC=NS1)C(=O)O)=O 5-methyl-4-oxo-7-[3-(pyrimidin-2-yl)azetidin-1-yl]-1-(1,2,4-thiadiazol-5-yl)-1,4-dihydro-1,8-naphthyridine-3-carboxylic acid